(5-methyl-2-pyridyl)[4-[5-(trifluoromethyl)-1,2,4-oxadiazol-3-yl]phenyl]methanone CC=1C=CC(=NC1)C(=O)C1=CC=C(C=C1)C1=NOC(=N1)C(F)(F)F